2-cyclopropyl-6-(4-{[(3R)-1-methylpiperidin-3-yl]amino}pyrido[3,4-d]pyridazin-1-yl)phenol C1(CC1)C1=C(C(=CC=C1)C1=C2C(=C(N=N1)N[C@H]1CN(CCC1)C)C=NC=C2)O